C(=CC)C[Si](C)(C)CCCCCCCCCCCCCC propenyl-tetradecyl-trimethylsilane